FC(C1=C(C(=NC(=C1)C1=CC=C(C=C1)F)N1C(C(=CC=C1)CC=1C=NN(C1)CC)=O)C#N)F 4'-(difluoromethyl)-3-[(1-ethyl-1H-pyrazol-4-yl)methyl]-6'-(4-fluorophenyl)-2-oxo-2H-[1,2'-bipyridine]-3'-carbonitrile